C(#N)[C@H]1N(CSC1)C(CNC(=O)C1=CC=NC2=CC=C(C=C12)C=1C=NC(=CC1)C)=O (R)-N-(2-(4-cyanothiazolidin-3-yl)-2-oxoethyl)-6-(6-methylpyridin-3-yl)quinoline-4-carboxamide